e-threonine N[C@@H]([C@H](O)C)C(=O)O